FC(C[C@@H](C(=O)N[C@H](CO)C[C@H]1C(NCC1)=O)NC(O)=O)F ((S)-4,4-difluoro-1-(((S)-1-hydroxy-3-((S)-2-oxopyrrolidin-3-yl)propan-2-yl)amino)-1-oxobutan-2-yl)carbamic acid